N1C(=NC2=C1C=CC=C2)CNCCC=2SC=C(N2)C(=O)NCC2=C(C=CC=C2F)F 2-{2-[(1H-1,3-Benzodiazol-2-ylmethyl)amino]ethyl}-N-[(2,6-difluorophenyl)methyl]-1,3-thiazole-4-carboxamide